N-(1-(2-(trifluoromethyl)pyrimidin-5-yl)ethyl)benzamide racemic-methyl-2-(4-nitro-3-(oxetan-3-yloxy)-1H-pyrazol-1-yl)propanoate COC([C@@H](C)N1N=C(C(=C1)[N+](=O)[O-])OC1COC1)=O.FC(C1=NC=C(C=N1)C(C)NC(C1=CC=CC=C1)=O)(F)F |r|